[Sb](F)(F)(F)(F)F antimonic fluoride